2-(2-(cyclopropanesulfonamido)thiazol-4-yl)-N-(2-fluoro-4-(5-(trifluoromethyl)pyridin-3-yl)phenyl)butanamide C1(CC1)S(=O)(=O)NC=1SC=C(N1)C(C(=O)NC1=C(C=C(C=C1)C=1C=NC=C(C1)C(F)(F)F)F)CC